N-(1-cyano-2-(2-oxopiperidin-3-yl)ethyl)-2-(9-hydroxy-9H-fluorene-9-carbonyl)octahydrocyclopenta[c]pyrrole-1-carboxamide C(#N)C(CC1C(NCCC1)=O)NC(=O)C1N(CC2C1CCC2)C(=O)C2(C1=CC=CC=C1C=1C=CC=CC21)O